(1r,5s)-1-(4-bromophenyl)-3-isopropyl-3-azabicyclo[3.1.0]hexane BrC1=CC=C(C=C1)[C@@]12CN(C[C@H]2C1)C(C)C